C1(CCCCC1)OC(\C=C\C(=O)O)=O fumaric acid monocyclohexyl ester